9,10-diphenylethyloxy-1,4-dihydroanthracene C1(=CC=CC=C1)C=1C2=CC=CC=C2C(=C2CC=CC(C12)OCC)C1=CC=CC=C1